3-(5-Hydroxypentyl)pyrazine-2-carboxylic acid tert-butyl ester C(C)(C)(C)OC(=O)C1=NC=CN=C1CCCCCO